arsenic, iodide [As](I)(I)I